N-[2-Diethylamino-6-(4-fluoro-benzylamino)-pyridin-3-yl]-3,3-dimethyl-butyramide C(C)N(C1=NC(=CC=C1NC(CC(C)(C)C)=O)NCC1=CC=C(C=C1)F)CC